C(C)(C)(C)OC1=C(C=CC=C1C(C)(C)C)C(C)(C)C 1-tert-butoxy-2,6-di-tert-butylbenzene